1-(4-bromo-2-nitrophenyl)piperidine tert-Butyl-(2S)-2-((3S,5R,6S)-3-allyl-5-(3-chlorophenyl)-6-(4-chlorophenyl)-2-oxopiperidin-1-yl)butanoate C(C)(C)(C)OC([C@H](CC)N1C([C@H](C[C@@H]([C@H]1C1=CC=C(C=C1)Cl)C1=CC(=CC=C1)Cl)CC=C)=O)=O.BrC1=CC(=C(C=C1)N1CCCCC1)[N+](=O)[O-]